ethyl rac-3-(3,4-difluoro-2-methoxyphenyl)-5-(methoxymethyl)-5-methyl-4,5-dihydrofuran-2-carboxylate FC=1C(=C(C=CC1F)C1=C(O[C@@](C1)(C)COC)C(=O)OCC)OC |r|